N-(4-(3-amino-6-(1-isobutyrylpiperidin-4-yl)-1-methyl-1H-indazol-4-yl)phenyl)-1-isopropyl-2,4-dioxo-3-(pyridin-2-yl)-1,2,3,4-tetrahydropyrimidine-5-carboxamide NC1=NN(C2=CC(=CC(=C12)C1=CC=C(C=C1)NC(=O)C=1C(N(C(N(C1)C(C)C)=O)C1=NC=CC=C1)=O)C1CCN(CC1)C(C(C)C)=O)C